3-(1-isopropyl-1H-benzo[d][1,2,3]triazol-5-yl)-5-(4-methoxy-pyridin-3-yl)-1,2,4-oxadiazole C(C)(C)N1N=NC2=C1C=CC(=C2)C2=NOC(=N2)C=2C=NC=CC2OC